CNC1(C(C(C(C=C1)Br)(Br)Br)(Br)Br)Br N-methylhexabromophenyl-amine